BrC=1C(=NC(=NC1)NC=1C=NN(C1)C)NC=1C=C(C=CC1F)NC(C=C)=O N-(3-((5-bromo-2-((1-methyl-1H-pyrazol-4-yl)amino)pyrimidin-4-yl)amino)-4-fluorophenyl)acrylamide